methyl 5-(3-(2-chloro-3-fluorophenyl)-2-azabicyclo[3.1.0]hexan-2-yl)pyrazine-2-carboxylate ClC1=C(C=CC=C1F)C1N(C2CC2C1)C=1N=CC(=NC1)C(=O)OC